2-(2-(cyclopropanesulfonylamino)thiazol-4-yl)-N-(4-(6-methoxy-5-methylpyridin-3-yl)phenyl)-2-methylpropanamide C1(CC1)S(=O)(=O)NC=1SC=C(N1)C(C(=O)NC1=CC=C(C=C1)C=1C=NC(=C(C1)C)OC)(C)C